Cl.N1=CC(=CC=C1)C1=CC=C2N=C3CCCCC3=C(C2=C1)N1C[C@H](CC1)N (3S)-1-[7-(pyridin-3-yl)-1,2,3,4-tetrahydroacridin-9-yl]pyrrolidin-3-amine hydrochloride